FC1=C(C(=CC(=C1)[N+](=O)[O-])F)N1CCC(CC1)CC(=O)OC methyl 2-[1-(2,6-difluoro-4-nitro-phenyl)-4-piperidyl]acetate